FC1=CC=C(C=C1)C=1NC(=C(C1CCC(=O)N[C@@H]1C(NC[C@H]1O)=O)C)C1=CC=C(C=C1)F 3-(2,5-Bis(4-fluorophenyl)-4-methyl-1H-pyrrol-3-yl)-N-((3S,4R)-4-hydroxy-2-oxopyrrolidin-3-yl)propanamide